5-(2-ethoxy-3-pyridinyl)-1-isopropyl-3-methyl-N-(1,2,4-oxadiazol-3-ylmethyl)pyrazolo[4,3-b]pyridin-7-amine C(C)OC1=NC=CC=C1C1=CC(=C2C(=N1)C(=NN2C(C)C)C)NCC2=NOC=N2